C(CCC)C1=NC2(C(N1CC1=CC=C(C=C1)C1=C(C=CC=C1)C1=NN=NN1)=O)CCCC2 2-butyl-3-[[2'-(1H-tetrazol-5-yl)-[1,1'-biphenyl]-4-yl]methyl]-1,3-diazaspiro[4.4]non-1-en-4-one